2-methylindazole-5-carboxaldehyde CN1N=C2C=CC(=CC2=C1)C=O